CC(C)(C(C#CC1=CC=C(C=C1)[N+](=O)[O-])=C)O 2-methyl-3-methylene-5-(4-(nitro)phenyl)pent-4-yn-2-ol